5-(4-(6-chloro-5-fluoroindolin-1-yl)quinazolin-6-yl)pyrimidin-2-amine ClC1=C(C=C2CCN(C2=C1)C1=NC=NC2=CC=C(C=C12)C=1C=NC(=NC1)N)F